hydroxyl-thiosuccinimide sodium salt [Na].OC1C(=S)NC(C1)=O